methyl 7-[4-(3-ethoxycarbonyl-propoxy)-3,5-difluoro-phenyl]-5-fluoro-2,2-dimethyl-2,3-dihydro-indole-1-carboxylate C(C)OC(=O)CCCOC1=C(C=C(C=C1F)C=1C=C(C=C2CC(N(C12)C(=O)OC)(C)C)F)F